ClC=1C=C(N)C=C(C1)SCCN(CC)CC 3-Chloro-5-((2-(diethylamino)ethyl)thio)aniline